Cl.CN([C@@H]1[C@H](CNC1)CO)C ((3S,4R)-4-(Dimethylamino)pyrrolidin-3-yl)methanol hydrochloride